BrC=1C=NN2C1C=CC(=C2)N2CCC(CC2)(C)NC(OC(C)(C)C)=O tert-butyl (1-(3-bromopyrazolo[1,5-a]pyridin-6-yl)-4-methylpiperidin-4-yl)carbamate